[Cr].[Mn].[C] carbon manganese-chromium